(R)-N-(2-(4-Cyanothiazolidin-3-yl)-2-oxoethyl)-6-(6-(trifluoromethyl)-2-azaspiro[3.3]heptan-2-yl)quinoline-4-carboxamide C(#N)[C@H]1N(CSC1)C(CNC(=O)C1=CC=NC2=CC=C(C=C12)N1CC2(C1)CC(C2)C(F)(F)F)=O